NC1=C2C(=NC=N1)N(N=C2C2=CC=C(C=C2)OC2=CC=CC=C2)[C@H]2CN(CCC2)CC=2C(=C1CN(C(C1=CC2)=O)C2C(NC(CC2)=O)=O)F 3-(5-(((R)-3-(4-amino-3-(4-phenoxyphenyl)-1H-pyrazolo[3,4-d]pyrimidin-1-yl)piperidin-1-yl)methyl)-4-fluoro-1-oxoisoindolin-2-yl)piperidine-2,6-dione